FC1=CC=C2C(=C(C(N(C2=C1)C)=O)C#N)N1CCC(CC1)C=1OC2=C(N1)C=C(C=C2)C 7-fluoro-1-methyl-4-[4-(5-methyl-1,3-benzooxazol-2-yl)piperidin-1-yl]-2-oxo-1,2-dihydroquinoline-3-carbonitrile